CN1N=CC2=CC(=CC=C12)CC(=O)O 2-(1-methyl-1H-indazol-5-yl)acetic acid